C1=CC(=C(C=C1C2=CC(=O)C3=C(O2)C=C(C(=C3[O-])[C@H]4[C@@H]([C@H]([C@@H]([C@H](O4)CO)O)O)O)O)O)O The molecule is a flavonoid oxoanion that is the conjugate base of isoorientin, arising from selective deprotonation of the 7-hydroxy group; major species at pH 7.3. It is a conjugate base of an isoorientin.